OC1=CC=C(C=C1)/C=C/C(=O)C1=CC=C(C=C1)NC(=O)C=1C(NC(NC1C)=S)C1=CC=C(C=C1)C N-[4-[(E)-3-(4-Hydroxyphenyl)prop-2-enoyl]phenyl]-6-methyl-4-(4-methylphenyl)-2-sulfanylidene-3,4-dihydro-1H-pyrimidine-5-carboxamide